1-(4-bromophenyl)-5-((3,5-dimethoxyphenyl)amino)-3-methyltetrahydropyrimidin-2(1H)-one BrC1=CC=C(C=C1)N1C(N(CC(C1)NC1=CC(=CC(=C1)OC)OC)C)=O